COCOC=1C=C(C2=C(C=CC=C2C1)C#C[Si](C(C)C)(C(C)C)C(C)C)OS(=O)(=O)C(F)(F)F [3-(methoxymethoxy)-8-(2-triisopropylsilylethynyl)-1-naphthyl]trifluoromethanesulfonate